7,8,10-Trifluoro-5-methyl-1,5,10,10a-tetrahydropyrrolo[1,2-b]isoquinolin FC=1C(=CC=2C(C3N(C(C2C1)C)C=CC3)F)F